N-((5-(2-((2-ethyl-6-(trifluoromethyl)-2H-pyrazolo[3,4-d]pyrimidin-4-yl)thio)acetyl)thiophen-2-yl)methyl)-2-hydroxyacetamide C(C)N1N=C2N=C(N=C(C2=C1)SCC(=O)C1=CC=C(S1)CNC(CO)=O)C(F)(F)F